O=C1NC(CCC1N1C(C2=CC=CC(=C2C1=O)SCCOCCOCCC(=O)N1CCN(CC1)C1=CC=C(C(=O)N2CCC(CC2)CCCCNC(\C=C\C=2C=NC=CC2)=O)C=C1)=O)=O (E)-N-(4-(1-(4-(4-(3-(2-(2-((2-(2,6-dioxopiperidin-3-yl)-1,3-Dioxoisoindoline-4-yl)thio)ethoxy)ethoxy)propionyl)piperazin-1-yl)benzoyl)piperidin-4-yl)butyl)-3-(pyridin-3-yl)acrylamide